(trans)-N,N-dibenzyl-4-(2-bromoethyl)cyclohexylamine C(C1=CC=CC=C1)N(CC1=CC=CC=C1)[C@@H]1CC[C@H](CC1)CCBr